phenyl (E)-2-(3-oxobutan-2-ylidene)hydrazine-1-carboxylate O=C(\C(\C)=N\NC(=O)OC1=CC=CC=C1)C